2-(2,7-diazaspiro[3.5]nonan-7-ylmethyl)-5-(difluoromethyl)thiazole C1NCC12CCN(CC2)CC=2SC(=CN2)C(F)F